OC12C(CCC2C1)NC(OC(C)(C)C)=O tert-butyl (1-hydroxybicyclo[3.1.0]hexan-2-yl)carbamate